2-(3-chloro-5-nitro-1,2-benzoOxazol-4-yl)acetic acid tert-butyl ester C(C)(C)(C)OC(CC1=C(C=CC2=C1C(=NO2)Cl)[N+](=O)[O-])=O